methyl(piperazin-1-yl)-6-fluoroisoindoline-1,3-dione CC1=C2C(N(C(C2=CC(=C1)F)=O)N1CCNCC1)=O